1,3-bis(2,6-bis((R)-1-(3,5-di-t-butylphenyl)ethyl)-4-methylphenyl)-4,5-dihydro-1H-imidazole C(C)(C)(C)C=1C=C(C=C(C1)C(C)(C)C)[C@@H](C)C1=C(C(=CC(=C1)C)[C@H](C)C1=CC(=CC(=C1)C(C)(C)C)C(C)(C)C)N1CN(CC1)C1=C(C=C(C=C1[C@H](C)C1=CC(=CC(=C1)C(C)(C)C)C(C)(C)C)C)[C@H](C)C1=CC(=CC(=C1)C(C)(C)C)C(C)(C)C